C(#N)C1(CCN(CC1)C(=O)NC=1SC(=C(N1)C1=CC(=CC=C1)C#N)C1=C(C(=NC(=C1)C)C)F)C 4-cyano-N-[4-(3-cyanophenyl)-5-(3-fluoro-2,6-dimethyl-4-pyridyl)thiazol-2-yl]-4-methylpiperidine-1-carboxamide